2-(3-azabicyclo[3.1.1]heptan-1-yl)-5-bromo-1,3-benzothiazole C12(CNCC(C1)C2)C=2SC1=C(N2)C=C(C=C1)Br